C(=O)(OC(C)(C)C)NCCCCN N-Boc-1,4-diaminobutane